(S)-1-(4-((1-(5-(3,5-difluorophenyl)-4,5-dihydro-1H-pyrazole-1-carbonyl)azetidin-3-yl)oxy)-5-fluoropyrimidin-2-yl)-1H-pyrrole-2-carboxamide FC=1C=C(C=C(C1)F)[C@@H]1CC=NN1C(=O)N1CC(C1)OC1=NC(=NC=C1F)N1C(=CC=C1)C(=O)N